CC1=NC=C(C(=N1)C1CCOCC1)C 2,5-dimethyl-4-(tetrahydro-2H-pyran-4-yl)pyrimidine